3-amino-2-[[4-[2-(4-aminophenyl)ethynyl]benzoyl]amino]-3-methyl-butyric acid methyl ester COC(C(C(C)(C)N)NC(C1=CC=C(C=C1)C#CC1=CC=C(C=C1)N)=O)=O